O[C@@H]1[C@@H]([C@H](CCC1)N1N=C2C=C(C(=CC2=C1)C(=O)NC1=CN=C2N1N=CC=C2)OC)C |o1:1,2,3| rel-2-((1S,2R,3S)-3-hydroxy-2-methylcyclohexyl)-N-(imidazo[1,2-b]pyridazin-3-yl)-6-methoxy-2H-indazole-5-carboxamide